3-bromo-6-fluoro-2-methylbenzonitrile BrC=1C(=C(C#N)C(=CC1)F)C